CC1=CC=C(C=N1)N1C(NC2=C1C=CC=C2)=O 1-(6-methylpyridin-3-yl)-1H-benzo[d]imidazol-2(3H)-one